N[C@H](CNC1=NC(=C2C(=N1)N(N=C2)C)NC=2C=NC(=CC2)C(F)(F)F)C2=CC=CC=C2 N6-[(2S)-2-amino-2-phenyl-ethyl]-1-methyl-N4-[6-(trifluoromethyl)-3-pyridyl]pyrazolo[3,4-d]pyrimidine-4,6-diamine